CC(CCOCCCOCC(=O)O)(CCOS(=O)(=O)C1=CC=C(C)C=C1)C 2-(3-(3,3-dimethyl-5-(tosyloxy)pentyloxy)propoxy)acetic acid